C1(=CC=CC=C1)C1NC2=CC=C(C=C2CC1)O 2-phenyl-1,2,3,4-tetrahydroquinoline-6-ol